BrC1=CN(C=2N=CN=C(C21)Cl)C2CCOCC2 5-Bromo-4-chloro-7-tetrahydropyran-4-yl-pyrrolo[2,3-d]pyrimidine